O=C1NC(CCC1N1C(N(C2=C1C=CC(=C2)NC=2C=C(C=CC2)CC(=O)O)C)=O)=O 2-(3-((1-(2,6-dioxopiperidin-3-yl)-3-methyl-2-oxo-2,3-dihydro-1H-benzo[d]imidazol-5-yl)amino)phenyl)acetic acid